FC1=CC2=C(OC3=C([C@H](C2)CNC)C=CC=C3)C=C1 |o1:8| (S*)-(2-fluoro-10,11-dihydrodibenzo[b,f]oxepin-10-yl)-N-methylmethanamine